2-PYRIDIN-3-YL-1H-INDOLE-3-CARBALDEHYDE N1=CC(=CC=C1)C=1NC2=CC=CC=C2C1C=O